tert-butyl ((7-chloro-2-(2,6-dioxopiperidin-3-yl)-3-oxoisoindolin-5-yl)methyl)carbamate ClC=1C=C(C=C2C(N(CC12)C1C(NC(CC1)=O)=O)=O)CNC(OC(C)(C)C)=O